C1(CC1)CNCC1=CC2=C(N=C(S2)C)C=C1 1-Cyclopropyl-N-((2-methylbenzo[d]thiazol-6-yl)methyl)methylamine